1-[(4-bromo-1H-indol-2-yl)carbonyl]-3-piperidinecarboxamide BrC1=C2C=C(NC2=CC=C1)C(=O)N1CC(CCC1)C(=O)N